4-[2-(3-aminopropylamino)ethyl]-N-[4-[4-[6-chloro-4-(1,1-difluoroethyl)-2-pyridinyl]piperazin-1-yl]sulfonylphenyl]benzamide NCCCNCCC1=CC=C(C(=O)NC2=CC=C(C=C2)S(=O)(=O)N2CCN(CC2)C2=NC(=CC(=C2)C(C)(F)F)Cl)C=C1